(1-methyl-5-oxo-2-pyrrolidinyl)acetic acid CN1C(CCC1=O)CC(=O)O